FC=1C=C(C=CC1)N1C[C@@H](CCC1)NC1=CC(=NC=N1)N1CCN(CC1)CCCCCC(=O)N 6-(4-(6-(((R)-1-(3-fluorophenyl)piperidin-3-yl)amino)pyrimidin-4-yl)piperazin-1-yl)hexanamide